9-(4-(1-methyl-4-(trifluoromethyl)-1H-imidazol-2-yl)benzyl)-2-(1-methylindolin-7-yl)-7,9-dihydro-8H-purin-8-one CN1C(=NC(=C1)C(F)(F)F)C1=CC=C(CN2C3=NC(=NC=C3NC2=O)C=2C=CC=C3CCN(C23)C)C=C1